C=CCCCCCCCCCCCCCCCCCC icosanen